4-(4-aminopiperidin-1-yl)-3-(5,7-difluoro-1H-1,3-benzodiazol-2-yl)-5-(3-fluoro-5-methylphenyl)-N,N-dimethylpyridin-2-amine NC1CCN(CC1)C1=C(C(=NC=C1C1=CC(=CC(=C1)C)F)N(C)C)C1=NC2=C(N1)C(=CC(=C2)F)F